OC(=C(C(=O)O)O)C=CC=CC=CC=CCCCCCCCCC Dihydroxy-eicosapentaenoic acid